FC(OC1=CC(=C(C(=C1)C)C1=CC=CC=C1)C)(F)F 4'-trifluoromethoxy-2',6'-dimethyl-[1,1'-biphenyl]